C(#N)C1=C(C=CC(=C1)C(=O)C1=CC=C2C(=CC=CN12)C=1C=C2C=NN(C2=CC1C)C)C(C(=O)N)=CC {2-cyano-4-[8-(1,6-dimethyl-1H-indazol-5-yl)indolizine-3-carbonyl]phenyl}but-2-enamide